2-(1-benzhydrylpiperidin-4-yl)-3,4-dihydroisoquinolin-1(2H)-one C(C1=CC=CC=C1)(C1=CC=CC=C1)N1CCC(CC1)N1C(C2=CC=CC=C2CC1)=O